lithium isopropylchloride C(C)(C)Cl.[Li]